(3S,6S,9aS)-3-(8-acetyl-5-oxa-2,8-diazaspiro[3.5]nonane-2-carbonyl)-6-aminooctahydro-5H-pyrrolo[1,2-a]azepin-5-one C(C)(=O)N1CCOC2(CN(C2)C(=O)[C@@H]2CC[C@H]3N2C([C@H](CCC3)N)=O)C1